C(C)(=O)NC1=CC=C(C=C1)C1=C2C=CN(C(C2=CC=C1)=O)C(C(=O)OC(C)(C)C)=C tert-butyl 2-(5-(4-acetamidophenyl)-1-oxoisoquinolin-2(1H)-yl)acrylate